N=1NN=NC1C1=CC=C(C=C1)NC(C(CC1=NN(C=C1)C)N1C(C=C(C(=C1)OC)C1=C(C=CC(=C1)Cl)C(C)=O)=O)=O N-(4-(2H-tetrazol-5-yl)phenyl)-2-(4-(2-acetyl-5-chlorophenyl)-5-methoxy-2-oxopyridin-1(2H)-yl)-3-(1-methyl-1H-pyrazol-3-yl)propanamide